C(C)C1(COC1)OCOC1=CC=CC=C1 3-ethyl-3-(phenoxymethyl-oxy)oxetane